ClC1=CC=C(C=C1)CC(=O)NC1=C(C=C(C=C1)N(C)CC=1SC(=CC1)Cl)C 2-(4-Chlorophenyl)-N-{4-[(5-chloro-thiophen-2-ylmethyl)-(methyl)amino]-2-methylphenyl}-acetamide